3-chlorobenzyl ((2S)-3-cyclohexyl-1-(((2S)-5-(2,3-dihydrobenzo[f][1,4]oxazepin-4(5H)-yl)-4-methyl-1,5-dioxopentan-2-yl)amino)-1-oxopropan-2-yl)carbamate C1(CCCCC1)C[C@@H](C(=O)N[C@H](C=O)CC(C(=O)N1CCOC2=C(C1)C=CC=C2)C)NC(OCC2=CC(=CC=C2)Cl)=O